C(C)NC1=CC=C(C(=N1)F)C1=NN2C(O[C@H](CCC2)C)=C1C(=O)N[C@@H]1C(NC2=C(C(=N1)C1=CC=CC=C1)C=CC=C2)=O |o1:15| (5S*)-2-[6-(ethylamino)-2-fluoropyridin-3-yl]-5-methyl-N-[(3S)-2-oxo-5-phenyl-1,3-dihydro-1,4-benzodiazepin-3-yl]-5,6,7,8-tetrahydropyrazolo[5,1-b][1,3]oxazepine-3-carboxamide